Tert-butyl [(1S,3R)-3-{methyl[2-methyl-6-(2,2,2-trifluoroethyl)thieno[2,3-d]pyrimidin-4-yl]amino}cyclopentyl]carbamate CN([C@H]1C[C@H](CC1)NC(OC(C)(C)C)=O)C=1C2=C(N=C(N1)C)SC(=C2)CC(F)(F)F